pyridine 1-oxide trifluoroacetate FC(C(=O)O)(F)F.[N+]1(=CC=CC=C1)[O-]